3-(5H-imidazo[1,2-c]pyrido[3,4-e][1,3]oxazin-3-yl)pyridin-2-amine N=1C=C(N2COC3=C(C21)C=NC=C3)C=3C(=NC=CC3)N